F[P-](F)(F)(F)(F)F.S(C1=CC=C(C=C1)[S+](C1=CC=C(C=C1)C)C1=CC=C(C=C1)C)C1=CC=C(C=C1)[S+](C1=CC=C(C=C1)C)C1=CC=C(C=C1)C.F[P-](F)(F)(F)(F)F thio-di-1,4-phenylene-bis[di-(4-methylphenyl)sulphonium] hexafluorophosphate